(Z)-8-Bromo-2,6-dimethyl-2,5-octadienene BrC=C\C(=C/CC=C(C)C)\C